P1(OCC(CCCC)CC)OC2=C(C=C(C=C2C(C)(C)C)C(C)(C)C)C2=C(C(=CC(=C2)C(C)(C)C)C(C)(C)C)O1 2-ethylhexyl (3,3',5,5'-tetra-tert-butyl-1,1'-biphenyl-2,2'-diyl) phosphite